4-((4-amino-2-(ethoxymethyl)-1-(2-hydroxy-2-methylpropyl)-1H-imidazo[4,5-c]quinolin-7-yl)methyl)benzoic acid NC1=NC=2C=C(C=CC2C2=C1N=C(N2CC(C)(C)O)COCC)CC2=CC=C(C(=O)O)C=C2